3,5-dihydroxybromobenzene C1=C(C=C(C=C1O)Br)O